2-methyl-6-((4-(4-(trifluoromethyl)piperidin-1-yl)phenyl)amino)-1,2-dihydro-3H-indazol-3-one CN1NC2=CC(=CC=C2C1=O)NC1=CC=C(C=C1)N1CCC(CC1)C(F)(F)F